COC(C(C(=O)OC)C=1C=NC=C(C1)C(=O)OC)=O 2-(5-(methoxycarbonyl)pyridin-3-yl)malonic acid dimethyl ester